2-isobutylcyclohexyl propionate C(CC)(=O)OC1C(CCCC1)CC(C)C